OCC1=CC=CC(=N1)C1CN(CCC1)C(=O)OC(C)(C)C Tert-butyl 3-(6-hydroxymethylpyridin-2-yl)-1-piperidinecarboxylate